Bis(9,9-dimethyl-9H-fluoren-2-yl)-N4,N4'-diphenylbiphenyl-4,4'-diamine CC1(C2=CC=CC=C2C=2C=CC(=CC12)C=1C(=C(C=CC1NC1=CC=CC=C1)C1=CC=C(C=C1)NC1=CC=CC=C1)C1=CC=2C(C3=CC=CC=C3C2C=C1)(C)C)C